manganese-potassium phosphate P(=O)([O-])([O-])[O-].[K+].[Mn+2]